1-(cyclopropane-carbonyl-4,4-difluoropyrrolidin-3-yl)-ethanesulfonamide C1(CC1)C(=O)N1CC(C(C1)(F)F)C(C)S(=O)(=O)N